C(C)C1N(CCCC1C)C(C(C)OC1=CC=C2C(=CC(OC2=C1)=O)C1=C(C=CC=C1)C)=O ethyl-3-methyl-1-[2-[4-(o-tolyl)-2-oxo-chromen-7-yl]oxypropanoyl]piperidine